[Na+].ClC1=CC=C(C(=O)C2=CC=C(OC(C(=O)[O-])(C)C)C=C2)C=C1 4-(4-chlorobenzoyl)phenoxy-2-methyl-propionic acid sodium salt